diethyl (((7S,10S)-13-benzyl-10-isobutyl-1,9,12-trioxo-2,8,11-triazaspiro[4.14]nonadec-17-en-7-yl)(hydroxy)methyl)phosphonate C(C1=CC=CC=C1)C1C(N[C@H](C(N[C@@H](CC2(CCNC2=O)CC=CCCC1)C(O)P(OCC)(OCC)=O)=O)CC(C)C)=O